(2S)-2-[2-[2-bromo-4-fluoro-5-[3-methyl-2,6-dioxo-4-(trifluoromethyl)pyrimidin-1-yl]phenoxy]phenoxy]-2-methoxy-acetic acid BrC1=C(OC2=C(O[C@@H](C(=O)O)OC)C=CC=C2)C=C(C(=C1)F)N1C(N(C(=CC1=O)C(F)(F)F)C)=O